C(CCCC)SC1=C(C=CC=C1)Cl 2-chlorophenyl (pentyl) sulfide